ClC=1C=C(C=CC1C)S(=O)(=O)NC1=C(C=C(C=C1)C1=CC2=C(N=C(N=C2)NC2CNCCC2)N2C1=NC(=C2)C)F 3-chloro-N-(2-fluoro-4-(8-methyl-2-(piperidin-3-ylamino)imidazo[1',2':1,6]pyrido[2,3-d]pyrimidin-6-yl)phenyl)-4-methylbenzenesulfonamide